C1(=CC=C(C=C1)COC=1C=C2CCC(CC2=CC1)CCN(CC)CC)C1=CC=CC=C1 6-(4-biphenylyl)methoxy-2-[2-(N,N-diethylamino)ethyl]Tetrahydronaphthalene